7-((4-methoxybenzyl)oxy)6-methyl-9-(tributylstannyl)non-8-en-4-ol COC1=CC=C(COC(C(CC(CCC)O)C)C=C[Sn](CCCC)(CCCC)CCCC)C=C1